BrC=1C=C2C(=NN(C2=C(C1)Cl)CC)C(=O)OC Methyl 5-bromo-7-chloro-1-ethyl-1H-indazole-3-carboxylate